C(CCCCCCCCCCCCCCC)[N+](C)(C)CCCCCCCCCCCCCCCC di(hexadecyl)dimethyl-ammonium